BrC1=CC=C(S1)C(CC(C(F)(F)F)=O)=O 1-(5-bromo-2-thienyl)-4,4,4-trifluorobutane-1,3-dione